(E)-2-((1r,3r)-3-aminocyclobutyl)-3,5,7,8-tetrahydro-4H-thiopyrano[4,3-d]pyrimidin-4-one NC1CC(C1)C=1NC(C2=C(N1)CCSC2)=O